OC1=C(C(=O)O)C(=CC(=C1)OC)C=C1CCN(CC1)C(C1=CC=C(C=C1)C)=O 2-hydroxy-4-methoxy-6-{[1-(4-methylbenzoyl)piperidin-4-ylidene]methyl}benzoic acid